[F-].[Eu+3].[F-].[F-] Europium fluorid